rac-(3aR,5R,7S,7aR)-5-(2-ethylphenyl)-1,3,3,7-tetramethyl-octahydrobenzo[c]isoxazole C(C)C1=C(C=CC=C1)[C@H]1C[C@@H]2[C@H](N(OC2(C)C)C)[C@H](C1)C |r|